(R)-tert-butyl (1-(3-morpholino-6-nitroisoquinolin-1-yl)pyrrolidin-3-yl)carbamate O1CCN(CC1)C=1N=C(C2=CC=C(C=C2C1)[N+](=O)[O-])N1C[C@@H](CC1)NC(OC(C)(C)C)=O